CC(C(=O)OC[C@@H]1C=C([C@H](C1(C)C)C)C)C (R,R)-trans-(3,4,5,5-Tetramethylcyclopent-2-en-1-yl)-methyl 2-methylpropanoate